ClC=1C=C(O[C@H]2CN(CC2)C(C(=O)OC)(C)C)C=CC1 methyl 2-[(3R)-3-(3-chlorophenoxy) pyrrolidin-1-yl]-2-methylpropionate